ClC1=CC=C2C(=CNC2=C1)S(=O)(=O)NC1=CC=C(C=C1)CC#N 6-chloro-N-[4-(cyanomethyl)phenyl]-1H-indole-3-sulfonamide